C(C)(=O)OC\C=C/CCC z-2-hexenyl acetate